[1,3]thiazol-2-amine dihydrochloride Cl.Cl.S1C(=NC=C1)N